C(C1=CC=CC=C1)OC(=O)N[C@@H]1CN(CC[C@@H](CC1)O)C(=O)OCC1=CC=CC=C1 benzyl (3S,6R)-3-(((benzyloxy) carbonyl) amino)-6-hydroxyazacyclooctane-1-carboxylate